N-(2-ethylhexyl)itaconimide C(C)C(CN1C(C(=C)CC1=O)=O)CCCC